FC(C(=O)O)(F)F.NC1CCN(CC1)S(=O)(=O)C=1C=C(C=CC1)C(C(F)F)N1CCC(CC1)C1=CC=C2C(=NN(C2=C1)C)N1C(NC(CC1)=O)=O 1-(6-(1-(1-(3-((4-Aminopiperidin-1-yl)sulfonyl)phenyl)-2,2-difluoroethyl)piperidin-4-yl)-1-methyl-1H-indazol-3-yl)dihydropyrimidine-2,4(1H,3H)-dione 2,2,2-trifluoroacetate